ClC1=NN2C(N=CC3=C2C(CC3C(=O)NC=3C=NC(=C(C3)C#N)OC(F)F)(C)C)=C1 2-chloro-N-(5-cyano-6-(difluoromethoxy)pyridin-3-yl)-8,8-dimethyl-7,8-dihydro-6H-cyclopenta[e]pyrazolo[1,5-a]pyrimidine-6-carboxamide